4-fluoro-2'-chlorobenzophenone FC1=CC=C(C(=O)C2=C(C=CC=C2)Cl)C=C1